iron-lithium iron oxide [O-2].[Fe+2].[Li+].[Fe+2]